4-(2-(3-methylbut-3-en-1-yl)-1H-benzo[d]imidazol-1-yl)thiophene-2-carboxamide CC(CCC1=NC2=C(N1C=1C=C(SC1)C(=O)N)C=CC=C2)=C